C(C1=CC=CC=C1)OC(=O)N1[C@H](CN(CC1)C1=C(C(=NC2=C(C(=C(C=C12)Cl)C1=CC=C(C2=C1N=C(S2)NC(=O)OC(C)(C)C)F)F)O)C#N)CC#N (2S)-4-(7-(2-((tert-Butoxycarbonyl)amino)-7-fluorobenzo[d]thiazol-4-yl)-6-chloro-3-cyano-8-fluoro-2-hydroxyquinolin-4-yl)-2-(cyanomethyl)piperazine-1-carboxylic acid benzyl ester